FC(C)(F)C1=CN=C(S1)COC1=CC=CC(=N1)C1=CC(=C(CC2=NC3=C(N2[C@@H]2COCC2(C)C)C=C(C=C3)C(=O)O)C=C1F)F (S)-2-(4-(6-((5-(1,1-difluoroethyl)thiazol-2-yl)methoxy)pyridin-2-yl)-2,5-difluorobenzyl)-1-(4,4-dimethyltetrahydrofuran-3-yl)-1H-benzo[d]imidazole-6-carboxylic acid